N-[3-[(2,3-dihydroxypropyl)(3-decyloxypropyl)amino]propyl]stearamide OC(CN(CCCNC(CCCCCCCCCCCCCCCCC)=O)CCCOCCCCCCCCCC)CO